2-phenyl-5-(4-(trifluoromethyl)phenyl)furan C1(=CC=CC=C1)C=1OC(=CC1)C1=CC=C(C=C1)C(F)(F)F